(2S,3S)-2-hydroxy-3-m-methylbenzamido-3-phenylpropionic acid ethyl ester C(C)OC([C@H]([C@H](C1=CC=CC=C1)NC(C1=CC(=CC=C1)C)=O)O)=O